3-amino-3-hydroxypropane NC(CC)O